(R)-1-(2-cyano-5-(trifluoromethyl)phenyl)-3-(isoquinolin-4-yl)-2-oxoimidazoline-4-carbonitrile C(#N)C1=C(C=C(C=C1)C(F)(F)F)N1C(N([C@H](C1)C#N)C1=CN=CC2=CC=CC=C12)=O